CC1=CC=C(C=C1)OO[SH4]OCP(OCC)(OCC)=O diethyl ({[(4-methylphenyl)dioxy-λ6-sulfenyl]oxy}methyl)phosphonate